Mono-fluorodibromoacetone FC(C(C)=O)(Br)Br